3-(1-oxo-5-(((1S,2S)-2-(3-(tetrahydro-2H-pyran-4-yl)azetidin-1-yl)cyclohexyl)oxy)isoindolin-2-yl)piperidine-2,6-dione O=C1N(CC2=CC(=CC=C12)O[C@@H]1[C@H](CCCC1)N1CC(C1)C1CCOCC1)C1C(NC(CC1)=O)=O